C1(CC1)N1N=C2N(C(N([C@@H](C2=C1)C)C1CCN(CC1)C1=C(C=CC=C1F)C(F)F)=O)CC1=C(C=CC=C1)C(F)(F)F (R)-2-Cyclopropyl-5-[1-(2-difluoromethyl-6-fluoro-phenyl)-piperidin-4-yl]-4-methyl-7-(2-trifluoromethyl-benzyl)-2,4,5,7-tetrahydro-pyrazolo[3,4-d]pyrimidin-6-on